(S)-9-benzyl-8-(2-chloro-4-(2-(1-methylpyrrolidin-2-yl)ethoxy)phenyl)-6-(1-methylcyclopropoxy)-9H-purine C(C1=CC=CC=C1)N1C2=NC=NC(=C2N=C1C1=C(C=C(C=C1)OCC[C@H]1N(CCC1)C)Cl)OC1(CC1)C